(6-(4-(2-(5-amino-8-methylbenzo[f][1,7]naphthyridin-2-yl)ethyl)-3-methylphenoxy)hexyl)phosphonic acid NC1=NC2=C(C=3C=C(C=NC13)CCC1=C(C=C(OCCCCCCP(O)(O)=O)C=C1)C)C=CC(=C2)C